ClC=1C(=NC(=C(N1)Cl)C)C(=O)N 3,5-dichloro-6-methylpyrazine-2-carboxamide